O1COC2=C1C=CC=C2CNCC2=CC=C(C=C2)OC N-(1,3-benzodioxol-4-ylmethyl)-1-(4-methoxyphenyl)-methanamin